cyclohexen-1-yl-boric acid C1(=CCCCC1)OB(O)O